Cl.Cl.COC(=O)[C@H]1CN(CC1)CC=1C=CC(=NC1)C(=O)O 5-{[(3R)-3-(Methoxycarbonyl)pyrrolidin-1-yl]methyl}pyridine-2-carboxylic acid dihydrochloride